(3S,4R)-1-(4-((8-((2R,3S)-3-((ethylsulfonyl)methyl)-2-methylazetidine-1-yl)-5-isopropyl-2,7-naphthyridin-3-yl)amino)-1,3,5-triazin-2-yl)-3-fluoro-4-methylpiperidine C(C)S(=O)(=O)C[C@@H]1[C@H](N(C1)C=1N=CC(=C2C=C(N=CC12)NC1=NC(=NC=N1)N1C[C@H]([C@@H](CC1)C)F)C(C)C)C